CS(=O)(=O)CC1=CC=C(C=C1)B1OC(C(O1)(C)C)(C)C 2-[4-(methanesulfonylmethyl)phenyl]-4,4,5,5-tetramethyl-1,3,2-dioxaborolane